(R or S)-2-(2-(3-(ethoxymethyl)-1-(2-(6-methylpyridin-3-yl)propan-2-yl)pyrrolidin-3-yl)ethyl)thieno[2,3-b]pyridine citrate C(CC(O)(C(=O)O)CC(=O)O)(=O)O.C(C)OC[C@]1(CN(CC1)C(C)(C)C=1C=NC(=CC1)C)CCC1=CC=2C(=NC=CC2)S1 |o1:17|